4-oxo-3-(pyridin-3-ylmethyl)butyric acid O=CC(CC(=O)O)CC=1C=NC=CC1